N-({2-[2-({[(3-chloro-2-pyridyl)cyclobutyl]methyl}amino)pyrimidin-5-yl]-1,3-thiazol-5-yl}methyl)acetamide ClC=1C(=NC=CC1)C1(CCC1)CNC1=NC=C(C=N1)C=1SC(=CN1)CNC(C)=O